2-[2-Oxo-2-(thiophen-2-ylmethylamino)ethyl]sulfanylbenzoic acid O=C(CSC1=C(C(=O)O)C=CC=C1)NCC=1SC=CC1